2-(3,7-dimethylocta-2,6-dien-1-yl)-5-pentyl-4-(pyrimidin-4-yl)benzene-1,3-diol CC(=CCC1=C(C=C(C(=C1O)C1=NC=NC=C1)CCCCC)O)CCC=C(C)C